2,2'-azobis(2,3,3-trimethylbutane) N(=NC(C)(C(C)(C)C)C)C(C)(C(C)(C)C)C